4,4'-bis(dimethyl-amino)benzophenone CN(C1=CC=C(C(=O)C2=CC=C(C=C2)N(C)C)C=C1)C